Acrylic acid anion C(C=C)(=O)[O-]